C(#N)CC1=CN=CC(=N1)C=1C(=CC(=NC1)NC(C)=O)NC1=NC(=NC=C1)C(C)(F)F N-(5-(6-(cyanomethyl)pyrazin-2-yl)-4-((2-(1,1-difluoroethyl)pyrimidin-4-yl)amino)pyridin-2-yl)acetamide